C\C(=C/CS(=O)(=O)C1=CC=CC=C1)\CC\C=C(\CCC=C(C)C)/C (((2E,6E)-3,7,11-trimethyldodeca-2,6,10-trien-1-yl)sulfonyl)benzene